CC(C[C@@H](CC1=NOC(=C1)C)NC(OC(C)(C)C)=O)C tert-butyl (S)-(4-methyl-1-(5-methylisoxazol-3-yl)pentan-2-yl)carbamate